(6-(3-cyclopropyl-4-methylphenyl)-2-azaspiro[3.3]hept-2-yl)((1s,3s)-3-hydroxy-3-methylcyclobutyl)methanone C1(CC1)C=1C=C(C=CC1C)C1CC2(CN(C2)C(=O)C2CC(C2)(C)O)C1